N-(3-(1H-1,2,4-triazol-1-yl)propyl)-N-phenyl-9H-carbazol-2-amine N1(N=CN=C1)CCCN(C1=CC=2NC3=CC=CC=C3C2C=C1)C1=CC=CC=C1